1-(6-amino-5-methylpyridin-2-yl)-N-(5-cyano-2-methyl-6-(2H-1,2,3-triazol-2-yl)pyridin-3-yl)-5-(trifluoromethyl)-1H-pyrazole-4-carboxamide NC1=C(C=CC(=N1)N1N=CC(=C1C(F)(F)F)C(=O)NC=1C(=NC(=C(C1)C#N)N1N=CC=N1)C)C